ClC=1C(N(N=CC1N1CC=2N(C(N=C(C2CC1)OC1=C(C=C(C=C1)F)C(F)(F)F)=O)C)C1OCCN1)=O 4-Chloro-5-[4-[4-fluoro-2-(trifluoromethyl)phenoxy]-1-methyl-2-oxo-1h,2h,5h,6h,7h,8h-pyrido[3,4-d]pyrimidin-7-yl]-2-(oxazolidin-2-yl)-2,3-dihydropyridazin-3-one